ClC=1C=CC(=C2C=NN(C(C12)=O)C)C(=O)C1CC2(CN(C2)CCCC2=CC=3N(C=C2F)C=NN3)C1 8-chloro-5-(2-(3-(6-fluoro-[1,2,4]triazolo[4,3-a]pyridin-7-yl)propyl)-2-azaspiro[3.3]heptane-6-carbonyl)-2-methylphthalazin-1(2H)-one